ClC=1C=C(C(=NC1)C1=CC=C2C=CC=NC2=C1)C=1C=NN(C1)CCC(C)C 7-{5-Chloro-3-[1-(3-methylbutyl)-1H-pyrazol-4-yl]pyridin-2-yl}chinolin